phenyl-boric acid sodium [Na].C1(=CC=CC=C1)OB(O)O